BrC1=CC=CC=2N/C(/NC21)=N/P(OCC)(OCC)=O Diethyl (Z)-(4-bromo-1,3-dihydro-2H-benzo[d]imidazol-2-ylidene)phosphoramidate